[Mn].CN1CCN(CCN(CC1)C)C 1,4,7-trimethyl-1,4,7-triazacyclononane manganese